barium diborate B([O-])([O-])OB([O-])[O-].[Ba+2].[Ba+2]